OC[C@@]1(O)[C@@H](O)[C@H](O)[C@H](O1)CO α-D-fructofuranose